5-(tert-butyl)-N-(2-methyl-4-(3-(piperazin-1-yl)pyridin-4-yl)benzyl)-1,2,4-oxadiazole-3-carboxamide hydrochloride Cl.C(C)(C)(C)C1=NC(=NO1)C(=O)NCC1=C(C=C(C=C1)C1=C(C=NC=C1)N1CCNCC1)C